ClC=1C(=NOC1C)NS(=O)(=O)C=1C(=NC=CC1)C#CC=1C=C2C(OCC2=CC1C)(C)C N-(4-chloro-5-methylisoxazol-3-yl)-2-((3,3,6-trimethyl-1,3-dihydroisobenzofuran-5-yl)ethynyl)pyridine-3-sulfonamide